N1-(3-(dimethylamino)propyl)benzene-1,2-diamine CN(CCCNC=1C(=CC=CC1)N)C